C(C)(C)(C)OOC(CCCCCCC)=O tert-butylperoxy-n-octanoate